4-(2-fluoro-4-(5-(((1R,2R,3S,5S)-2-fluoro-9-azabicyclo[3.3.1]nonan-3-yl)(methyl)amino)pyrazin-2-yl)-5-hydroxyphenyl)-1-methylpyridin-2(1H)-one FC1=C(C=C(C(=C1)C1=NC=C(N=C1)N(C)[C@@H]1[C@@H]([C@H]2CCC[C@@H](C1)N2)F)O)C2=CC(N(C=C2)C)=O